5-(2-methylprop-1-enyl)-1H-pyrazolo[3,4-b]pyridine CC(=CC=1C=C2C(=NC1)NN=C2)C